COC=1C=C2C(=NC(=NC2=CC1OC)C)NC(C)C1=CC=C(S1)C=1C=C(CNS(=O)(=O)C)C=CC1 N-[3-(5-{1-[(6,7-dimethoxy-2-methylquinazolin-4-yl)amino]ethyl}thiophen-2-yl)benzyl]methanesulfonamide